C1(CCC1)C(C)C1=C(C=CC2=C(C=CC=C12)OC1=CC=C(C=C1)C(F)(F)F)C(=O)N (1-cyclobutylethyl)-5-[4-(trifluoromethyl)phenoxy]Naphthalene-2-carboxamide